N-hydroxy-2-(4-methylpiperazin-1-yl)-N-(4-((3-morpholinophenyl)amino)benzyl)acetamide ON(C(CN1CCN(CC1)C)=O)CC1=CC=C(C=C1)NC1=CC(=CC=C1)N1CCOCC1